C1=CC=CC=2C3=CC=CC=C3C(C12)COC(=O)N[C@@H](CC1=CC=CC=C1)C(=O)OC(C)(C)C tert-Butyl (((9H-fluoren-9-yl)methoxy) carbonyl)phenylalaninate